6-aminohexanoic acid hydrate O.NCCCCCC(=O)O